N-(3-Chlorobenzyl)pyrido[3,2-d]pyrimidin-4-amine ClC=1C=C(CNC=2C3=C(N=CN2)C=CC=N3)C=CC1